Tert-butyl (S)-((5-(1-cyclopropylvinyl)-4-fluorobenzo[d]oxazol-2-yl)(4,4-difluorocyclohexyl) methyl)carbamate C1(CC1)C(=C)C=1C=CC2=C(N=C(O2)[C@H](C2CCC(CC2)(F)F)NC(OC(C)(C)C)=O)C1F